BrC1=CNC2=CC(=CC=C12)C(=O)N1CCC(CC1)C=1NC=CN1 3-bromo-6-{[4-(1H-imidazol-2-yl)piperidin-1-yl]carbonyl}-1H-indole